(R)-N-((5-chloro-6-((3-methylisoxazol-5-yl)methoxy)-1H-indol-2-yl)methyl)-2-(difluoromethyl)azetidine-1-carboxamide ClC=1C=C2C=C(NC2=CC1OCC1=CC(=NO1)C)CNC(=O)N1[C@H](CC1)C(F)F